1-(6Z,9Z,12Z,15Z-octadecatetraenoyl)-2-nonadecanoyl-glycero-3-phosphoserine CCCCCCCCCCCCCCCCCCC(=O)O[C@H](COC(=O)CCCC/C=C\C/C=C\C/C=C\C/C=C\CC)COP(=O)(O)OC[C@@H](C(=O)O)N